2-(Hydroxymethyl)-3-thia-1,7-diazaspiro[4.5]dec-1-ene-6,8-dione OCC1=NC2(CS1)C(NC(CC2)=O)=O